2-(2,6-dioxopiperidin-3-yl)-4-((2-fluoro-4-((3-(2-oxopyrrolidin-1-yl)azetidin-1-yl)methyl)benzyl)amino)isoindoline-1,3-dione O=C1NC(CCC1N1C(C2=CC=CC(=C2C1=O)NCC1=C(C=C(C=C1)CN1CC(C1)N1C(CCC1)=O)F)=O)=O